6-(4-(tert-butyl)phenyl)-5-chloro-2-methylnicotinic acid C(C)(C)(C)C1=CC=C(C=C1)C1=NC(=C(C(=O)O)C=C1Cl)C